C[C@@]12[C@H](CC(CC1)C2(C)C)O (+)-(1R,2S)-1,7,7-trimethylbicyclo[2.2.1]heptan-2-ol